BrC=C(C1=CC=CC=C1)C1=C(C=CC(=C1)OCOC)OCOC 2-bromo-1-[2,5-di(methoxymethyloxy)-phenyl]-1-phenyl-ethene